C(C1=CC=CC=C1)OC(=O)C=1N(C=CC1C1=CC(=CC=C1)S(NC)(=O)=O)S(NC(=O)OCC1=CC=CC=C1)(=O)=O 1-(Benzyloxycarbonylsulfamoyl)-3-[3-(methylsulfamoyl)phenyl]pyrrole-2-carboxylic acid benzyl ester